FC=1C(=C(C=CC1F)[C@@H]1[C@H](O[C@@H]([C@H]1C)C(F)(F)F)C(=O)NC1=CC(=NC=C1)C(=O)N)OC 4-((2S,3R,4S,5S)-3-(3,4-difluoro-2-methoxyphenyl)-4-methyl-5-(trifluoromethyl)tetrahydrofuran-2-carboxamido)picolinamide